2-(4-chloro-3-fluorophenoxy)-N-{3-[5-(4-chlorophenoxy)-1,3,4-oxadiazol-2-yl]bicyclo[1.1.1]pentan-1-yl}acetamide ClC1=C(C=C(OCC(=O)NC23CC(C2)(C3)C=3OC(=NN3)OC3=CC=C(C=C3)Cl)C=C1)F